2-fluoro-4-(6-(4-fluoro-1-methyl-1H-indol-5-yl)-3-((1-methylpiperidin-4-yl)methyl)-3H-imidazo[4,5-c]pyridin-7-yl)benzonitrile FC1=C(C#N)C=CC(=C1)C=1C2=C(C=NC1C=1C(=C3C=CN(C3=CC1)C)F)N(C=N2)CC2CCN(CC2)C